COC(C1=CC(=NC=C1N1C[C@](CCC1)([C@@H](C(F)F)O)NCC1=CC=CC=C1)C1=C(C=C(C(=C1)F)OC([2H])([2H])[2H])F)=O 5-((R)-3-(benzylamino)-3-((S)-2,2-difluoro-1-hydroxyethyl)piperidin-1-yl)-2-(2,5-difluoro-4-(methoxy-d3)phenyl)isonicotinic acid methyl ester